C(C1=CC=CC=C1)N1N=CC(=C1)S(=O)(NC(NC1=C2CCCC2=CC=2CCCC12)=O)=N 1-benzyl-N-((1,2,3,5,6,7-hexahydro-s-indacen-4-yl)carbamoyl)-1H-pyrazole-4-sulfonimidamide